OC=1C=C(CNC(CSC=2SC3=C(N2)C=CC(=C3)C)=O)C=CC1O N-(3,4-dihydroxybenzyl)-2-((6-methylbenzo[d]thiazol-2-yl)thio)acetamide